NC=1SC2=NC(=CC=C2N1)C1=CC=C(C=C1)N(C(C)=O)C N-(4-(2-aminothiazolo[5,4-b]pyridin-5-yl)phenyl)-N-methylacetamide